ammonium ferrocyanide salt [Fe-4](C#N)(C#N)(C#N)(C#N)(C#N)C#N.[NH4+].[NH4+].[NH4+].[NH4+]